ClC=1C(=CC(=NC1)C)B(O)O (5-chloro-2-methylpyridin-4-yl)boronic acid